FC=1C=C(CC2=CC(=NC=C2)N2N=C(C(=C2)CO)C(=O)N)C=C(C1)C(F)(F)F 1-(4-(3-fluoro-5-(trifluoromethyl)benzyl)pyridin-2-yl)-4-(hydroxymethyl)-1H-pyrazole-3-carboxamide